4-(3,6-diazabicyclo[3.1.1]heptan-3-yl)-2-(2,6-dioxopiperidin-3-yl)-5,6,7-trifluoroisoindoline-1,3-dione C12CN(CC(N1)C2)C2=C1C(N(C(C1=C(C(=C2F)F)F)=O)C2C(NC(CC2)=O)=O)=O